ClC1=C(C=CC(=C1)Cl)N1N=C(C=C1)C1CN(C1)C(=O)OC(C)(C)C tert-Butyl 3-[1-(2,4-dichlorophenyl)pyrazol-3-yl]azetidine-1-carboxylate